(oxazaborole) boron [B].O1N=BC=C1